FC1=C(C=CC(=C1)C(C(=O)ONC(OCC(Cl)(Cl)Cl)=O)C)C1=CC=CC=C1 2,2,2-trichloroethyl ((2-(2-fluoro-[1,1-biphenyl]-4-yl)propanoyl)oxy)carbamate